NC=1OC2=C(C=NC=C2N2CC(CC2)(OC)C(=O)N2[C@H](C3=C(C=C(C=C3CC2)Cl)Cl)C)N1 (1-(2-aminooxazolo[4,5-c]pyridin-7-yl)-3-methoxypyrrolidin-3-yl)((S)-6,8-dichloro-1-methyl-3,4-dihydroisoquinolin-2(1H)-yl)methanone